C(=C)[Si](F)(F)C=C divinyl-difluorosilane